2-fluoro-N-((2R)-3-methyl-1-oxo-1-(1-oxo-4-(p-tolyl)-2,8-diazaspiro[4.5]decan-8-yl)butan-2-yl)-5-(trifluoromethyl)benzamide FC1=C(C(=O)N[C@@H](C(N2CCC3(C(CNC3=O)C3=CC=C(C=C3)C)CC2)=O)C(C)C)C=C(C=C1)C(F)(F)F